N'-(2-chloro-5-methyl-4-(methyl(phenyl)amino)phenyl)-N-ethyl-N-methylformimidamide ClC1=C(C=C(C(=C1)N(C1=CC=CC=C1)C)C)N=CN(C)CC